C1(=CC=CC=C1)[C@H]1[C@@H](C1)C=1C=C2C=CC=CC2=CC1 Trans-6-(2-Phenylcyclopropyl)-Naphthalene